6-acetyl-3-(trifluoromethyl)-6,7,7a,8,10,11-hexahydropyrazino[1,2-a]pyrido[3,2-f][1,4]diazepin C(C)(=O)N1CC2N(C3=C(C1)C=C(C=N3)C(F)(F)F)CCNC2